C(C)OC(=O)C=1N=NN2C1C=CC(=C2)Br.C2(=CC=CC=C2)C=2NC=C(C2)C2=CC=CC=C2 2,4-diphenyl-pyrrole ethyl-6-bromo-[1,2,3]triazolo[1,5-a]pyridine-3-carboxylate